2-[(1RS)-1-(2-fluorophenyl)ethyl]-8-methyl-N-[(2S)-tetrahydrofuran-2-ylmethyl]-4,5-dihydro-2H-furo[2,3-g]indazole-7-carboxamide FC1=C(C=CC=C1)[C@@H](C)N1N=C2C3=C(CCC2=C1)OC(=C3C)C(=O)NC[C@H]3OCCC3 |&1:7|